C(CCCCC)(=O)[C@](O)(C[N+](C)(C)C)CC([O-])=O caproyl-L-carnitine